FC1=CC=C(C=C1)C1=CC(=C(C=C1)CNC(C=C)=O)C1=NN(C=C1)CCOC N-((4'-fluoro-3-(1-(2-methoxyethyl)-1H-pyrazol-3-yl)-[1,1'-biphenyl]-4-yl)methyl)acrylamide